FC(CC1=CNC2=CC=C(C=C12)C1=CCN(CC1)C(=O)OC(C)(C)C)F tert-butyl 4-(3-(2,2-difluoroethyl)-1H-indol-5-yl)-5,6-dihydropyridine-1(2H)-carboxylate